methyl 4-((benzyloxy)methyl)-5,5-dimethylcyclohex-1-ene-1-carboxylate C(C1=CC=CC=C1)OCC1CC=C(CC1(C)C)C(=O)OC